FC(S(=O)(=O)C1=C(N)C=CC=C1)(F)F 2-trifluoromethanesulfonyl-aniline